dichloro-4,8-dipiperidyl-pyrimido[5,4-d]pyrimidine ClC=1N=C(C=2N=C(N=C(C2N1)N1CCCCC1)Cl)N1CCCCC1